2-methoxy-2-chlorophenyl isothiocyanate COC1(C(C=CC=C1)N=C=S)Cl